N1=CC=CC=2NC=3C=CC(=CC3C21)C(=O)N pyrido[3,2-b]indole-8-carboxamide